N[C@H](C(=O)N1CCC(CC1)C=1SC=CN1)[C@@H](C)OCC1(CC1)C(F)(F)F (2S,3R)-2-amino-1-(4-(thiazol-2-yl)piperidin-1-yl)-3-((1-(trifluoromethyl)cyclopropyl)methoxy)butan-1-one